(3R,4R)-4-((6-bromo-5-fluoro-7-isopropylpyrrolo[2,1-f][1,2,4]triazin-2-yl)amino)-1-(cyclopropylsulfonyl)piperidin-3-ol BrC=1C(=C2C=NC(=NN2C1C(C)C)N[C@H]1[C@@H](CN(CC1)S(=O)(=O)C1CC1)O)F